tert-butyl 2-((3-(5-(7-cyano-5-formylbenzo[d]oxazol-2-yl)-4-methylpyridin-3-yl)-2-methylphenyl) carbamoyl)-1-methyl-1,4,6,7-tetrahydro-5H-imidazo[4,5-c]pyridine-5-carboxylate C(#N)C1=CC(=CC=2N=C(OC21)C=2C(=C(C=NC2)C=2C(=C(C=CC2)NC(=O)C=2N(C1=C(CN(CC1)C(=O)OC(C)(C)C)N2)C)C)C)C=O